ClC1=CC=C(N=N1)C1(CC1)N 1-(6-chloropyridazin-3-yl)cyclopropanamine